BrC=1C(=C(C(=C(C1C=CC(=O)OC)C=CC(=O)OC)Br)Br)Br dimethyl tetrabromobenzenediacrylate